CC=1C(=C(C=C(C1)C(F)(F)F)O)C1=CC2=C(N=N1)N(C=C2)[C@H]2CN(CCC2)C 3-methyl-2-{7-[(3R)-1-methylpiperidin-3-yl]-7H-pyrrolo[2,3-c]pyridazin-3-yl}-5-(trifluoromethyl)phenol